OC1=CC=C(C=C1)NC(=O)C1=NC=CC=C1 N-(4-hydroxyphenyl)pyridine-2-carboxamide